OCC1=C2CCN(C(C2=CC=C1)C)C(=O)OC(C)(C)C tert-butyl 5-(hydroxymethyl)-1-methyl-1,2,3,4-tetrahydroisoquinoline-2-carboxylate